(Z)-3-(3-(methylsulfonyl)benzyl)-5-(2,4,6-trifluoro-3-hydroxybenzylidene)thiazolidine-2,4-dione CS(=O)(=O)C=1C=C(CN2C(S\C(\C2=O)=C/C2=C(C(=C(C=C2F)F)O)F)=O)C=CC1